S1C2=C(C=C1)C=CC(=C2)C2=CN=C1N2N=C(C=C1)Cl 3-(benzo[b]thiophen-6-yl)-6-chloroimidazo[1,2-b]pyridazine